N12C[C@H](C(CC1)CC2)OC(N[C@@H]2C(CCC1=CC(=CC=C21)C2=CC(=CC=C2)OC)(C)C)=O (S)-quinuclidin-3-yl((R)-6-(3-methoxyphenyl)-2,2-dimethyl-1,2,3,4-tetrahydronaphthalen-1-yl)carbamate